ClC1=C(C=CC=C1)C1=NOC(=C1CO[C@H]1C[C@H](NCC1)C)C1CC1 3-(2-chlorophenyl)-5-cyclopropyl-4-((((2r,4r)-2-methylpiperidin-4-yl)oxy)methyl)isoxazole